4-(2,3-dimethyl-5-(6-(trifluoromethyl)pyridin-3-yl)pyrido[3,4-b]pyrazin-7-yl)-2-(2-methylpyridin-4-yl)morpholine CC=1N=C2C(=NC1C)C(=NC(=C2)N2CC(OCC2)C2=CC(=NC=C2)C)C=2C=NC(=CC2)C(F)(F)F